{2-[4-(hydroxymethyl)phenyl]pyrimidin-4-yl(methoxy)phenyl}propanoic acid OCC1=CC=C(C=C1)C1=NC=CC(=N1)C=1C(=C(C=CC1)C(C(=O)O)C)OC